COC(C1=CC(=C(C=C1)N)NC(C)C1OCCC1)=O 4-amino-3-((1-(tetrahydrofuran-2-yl)ethyl)amino)benzoic acid methyl ester